N(=C=O)C1CCC(CC1)CC1CCC(CC1)N=C=O 1-isocyanato-4-[(4-isocyanatocyclohexyl)methyl]cyclohexane